N1=C(C=NC=C1)NC(=O)[C@@H]1CC12CCN(CC2)C(=O)OC(C(F)(F)F)C(F)(F)F 1,1,1,3,3,3-hexafluoropropan-2-yl (R)-1-(pyrazin-2-ylcarbamoyl)-6-azaspiro[2.5]octane-6-carboxylate